tert-butyl (2R,6S)-4-[8-[(7-fluoro-2-methyl-1H-indol-5-yl)carbamoyl]quinoxalin-5-yl]-2,6-dimethyl-piperazine-1-carboxylate FC=1C=C(C=C2C=C(NC12)C)NC(=O)C=1C=CC(=C2N=CC=NC12)N1C[C@H](N([C@H](C1)C)C(=O)OC(C)(C)C)C